cis-N-(3-(2H-1,2,3-triazol-2-yl)-4-(trifluoromethyl)phenyl)-1-(2-acetylhydrazine-1-carbonyl)-3-methyl-6-azabicyclo[3.1.1]heptane-6-carboxamide N=1N(N=CC1)C=1C=C(C=CC1C(F)(F)F)NC(=O)N1C2CC(CC1(C2)C(=O)NNC(C)=O)C